(6-methyl-2,3,5-pyrazinetriyl)trimethyl alcohol CC1=C(N=C(C(=N1)CO)CO)CO